tert-Butyl (4-amino-3-methylphenyl)carbamate NC1=C(C=C(C=C1)NC(OC(C)(C)C)=O)C